C(C1=CC=CC=C1)(C1=CC=CC=C1)N1CC2N(C(C1)C2)CC=2C=C1CN(C(C1=CC2)=O)N2C(NC(CC2)=O)=O 1-(5-((3-benzhydryl-3,6-diazabicyclo[3.1.1]heptan-6-yl)methyl)-1-oxoisoindolin-2-yl)dihydropyrimidine-2,4(1H,3H)-dione